ClCC=1C=C(C(=O)N)C=CC1 3-(chloromethyl)benzamide